(R)-N-(amino(2-chloro-4-(2-hydroxypropan-2-yl)phenyl)(oxo)-λ6-sulfaneylidene)-2-(4-cyano-2,6-diisopropylphenyl)acetamide N[S@](=NC(CC1=C(C=C(C=C1C(C)C)C#N)C(C)C)=O)(=O)C1=C(C=C(C=C1)C(C)(C)O)Cl